BrC1=CC(=C(C=C1Cl)N1N=CC(=C1)C(=O)O)C 1-(4-bromo-5-chloro-2-methylphenyl)-1H-pyrazole-4-carboxylic acid